N-(2-chloro-4-pyrimidinyl)-3-methylbenzenesulfonamide ClC1=NC=CC(=N1)NS(=O)(=O)C1=CC(=CC=C1)C